FC1C(C=2C(=C(SC2S(=O)(=O)C)OCC(C)C)C1)=O 5-fluoro-3-methanesulfonyl-1-(2-methylpropyloxy)-4H,5H,6H-cyclopenta[c]thiophen-4-one